C(=O)C1CC(C12CCC2)NC(OC(C)(C)C)=O tert-butyl (3-formylspiro[3.3]heptan-1-yl)carbamate